18-amino-1-((2S,4R)-4-hydroxy-2-(hydroxymethyl)pyrrolidin-1-yl)octadecane-1,12-dione NCCCCCCC(CCCCCCCCCCC(=O)N1[C@@H](C[C@H](C1)O)CO)=O